tert-butyl N-[2-[2-[1-(2,6-dioxo-3-piperidyl)-3-methyl-2-oxo-benzimidazol-5-yl]ethyl-methyl-amino]ethyl]-N-methyl-carbamate O=C1NC(CCC1N1C(N(C2=C1C=CC(=C2)CCN(CCN(C(OC(C)(C)C)=O)C)C)C)=O)=O